ClC=1C2=CN(N=C2C=CC1C=1N(N=C2N=C(N(C(C21)=O)C)N2C1CN(CC2CC1)C(=O)OC(C)(C)C)CC1=CC=C(C=C1)OC)C tert-Butyl 8-[3-(4-chloro-2-methyl-2H-indazol-5-yl)-2-[(4-methoxy-phenyl)methyl]-5-methyl-4-oxo-2H,4H,5H-pyrazolo[3,4-d]pyrimidin-6-yl]-3,8-diazabicyclo[3.2.1]octane-3-carboxylate